ClC1=C(C=NC=2N1N=C(C2)F)OC2=CC(=CC=C2)C2CC2 7-chloro-6-(3-cyclopropylphenoxy)-2-fluoro-pyrazolo[1,5-a]pyrimidine